ClC1=C2C=C(C3(C2=CC=C1F)CCC(CC3)(C(=O)OC)NC3=CC(=CC=C3)Cl)C[C@H](COCC3=CC=C(C=C3)OC)C methyl (1r,4R)-4'-chloro-4-(3-chloroanilino)-5'-fluoro-2'-{(2R)-3-[(4-methoxyphenyl)methoxy]-2-methylpropyl}spiro[cyclohexane-1,1'-indene]-4-carboxylate